1-[2,2-dimethyl-5-(4,4,5,5-tetramethyl-1,3,2-dioxaborolan-2-yl)-1-indolinyl]-1-ethanone CC1(N(C2=CC=C(C=C2C1)B1OC(C(O1)(C)C)(C)C)C(C)=O)C